n-octyliodide C(CCCCCCC)I